C(C)(C)(C)OC(N(C1=CC(=CC(=C1)N1CCC(CC1)=O)C)CC1=NC=C(C(=C1C)OC)C)=O ((4-methoxy-3,5-dimethylpyridin-2-yl)methyl)(3-methyl-5-(4-oxopiperidin-1-yl)phenyl)-carbamic acid tert-butyl ester